2,4-diethylthioxanthen-9-one C(C)C1=CC=2C(C3=CC=CC=C3SC2C(=C1)CC)=O